ClC=1C=C(C(=O)N[C@@H](C)C2=NC(=NN2C=2SC(=CN2)C#N)C)C=C(N1)C(F)(F)F 2-chloro-N-{(1S)-1-[1-(5-cyano-1,3-thiazol-2-yl)-3-methyl-1H-1,2,4-triazol-5-yl]Ethyl}-6-(trifluoromethyl)isonicotinamide